N-hexadecanoyl-tyrosine tert-butyl-(S)-3-((9-ethyl-2-fluoro-9H-purin-6-yl)amino)-pyrrolidine-1-carboxylate C(C)(C)(C)[C@@H]1N(CCC1NC1=C2N=CN(C2=NC(=N1)F)CC)C(=O)OC1=CC=C(C[C@H](NC(CCCCCCCCCCCCCCC)=O)C(=O)O)C=C1